2-(2-(3-(Trifluoromethyl)phenyl)-7-azaspiro[3.5]nonane-7-carbonyl)-5-azaspiro[3.4]octan-6-one FC(C=1C=C(C=CC1)C1CC2(C1)CCN(CC2)C(=O)C2CC1(C2)NC(CC1)=O)(F)F